1,2-oxazol-4-amine HCl Cl.O1N=CC(=C1)N